6-[(2,5-Dioxopyrrolidin-1-yl)oxy]-N-(2-{[α-D-mannopyranosyl-(1→3)-[α-D-mannopyranosyl-(1→6)]-β-D-mannopyranosyl]oxy}ethyl)-6-oxo-hexanamide O=C1N(C(CC1)=O)OC(CCCCC(=O)NCCO[C@H]1[C@@H](O)[C@@H](O[C@@H]2[C@@H](O)[C@@H](O)[C@H](O)[C@H](O2)CO)[C@H](O)[C@H](O1)CO[C@@H]1[C@@H](O)[C@@H](O)[C@H](O)[C@H](O1)CO)=O